(6S,7S)-7-Cyclopropylmethyl-6-(2,6-difluoro-4-((1-propylazetidin-3-yl)thio)phenyl)-8-methyl-6,7,8,9-tetrahydro-3H-Pyrazolo[3,4-h]isochinolin C1(CC1)C[C@@H]1N(CC=2C3=C(C=CC2[C@H]1C1=C(C=C(C=C1F)SC1CN(C1)CCC)F)NN=C3)C